O=C1N(CC2=C(C=CC=C12)OCC1=CC(=CC=C1)CN1CC=2N(CC1)N=C(N2)C(F)(F)F)C2C(NC(CC2)=O)=O 3-(1-OXO-4-((3-((2-(TRIFLUOROMETHYL)-5,6-DIHYDRO-[1,2,4]TRIAZOLO[1,5-A]PYRAZIN-7(8H)-YL)METHYL)BENZYL)OXY)ISOINDOLIN-2-YL)PIPERIDINE-2,6-DIONE